1,2-cyclohex-andiol C1(C(CCCC1)O)O